C(C=C)(=O)N1C[C@@H](N(CC1)C1=NC(N2C3=C(C(=C(C=C13)Cl)C1=C(C=C(C=C1)F)F)SC[C@@H]2CN2CCN(CC2)CC(F)F)=O)C (3S)-7-((S)-4-acryloyl-2-methylpiperazin-1-yl)-9-chloro-3-((4-(2,2-difluoro-ethyl)piperazin-1-yl)methyl)-10-(2,4-difluorophenyl)-2H-[1,4]thiazino[2,3,4-ij]quinazolin-5(3H)-one